OC1(CN(C1)C1=NC=C(C=N1)NC(=O)N[C@@H](C(F)(F)F)C=1OC2=C(C1C)C=C(C=C2)F)C |r| (rac)-1-(2-(3-hydroxy-3-methylazetidin-1-yl)pyrimidin-5-yl)-3-(2,2,2-trifluoro-1-(5-fluoro-3-methylbenzofuran-2-yl)ethyl)urea